FC(C1=NN=C(O1)C1=CC(NC(=C1)C)=O)F 4-(5-(difluoromethyl)-1,3,4-oxadiazol-2-yl)-6-methylpyridin-2(1H)-On